(R)-2-((5-bromo-2,3-dihydro-1H-inden-2-yl)amino)pyrimidine-5-carboxylic acid ethyl ester C(C)OC(=O)C=1C=NC(=NC1)N[C@@H]1CC2=CC=C(C=C2C1)Br